C1COCCN1CCS(=O)(=O)[O-].[Na+] 2-(N-Morpholino)ethanesulfonic acid sodium salt